(3alpha,9xi,14xi)-3-hydroxychol-5-en-24-oic acid O[C@H]1CC2=CC[C@H]3C4CC[C@H]([C@@H](CCC(=O)O)C)[C@]4(CCC3[C@]2(CC1)C)C